FC(C1=CC(=NC=C1)S(=O)(=O)NC=1N=CSC1)F 4-(difluoromethyl)-N-(thiazol-4-yl)pyridine-2-sulfonamide